BrC=1C=NN(C1)C1CCC2(CN(C2)C(=O)OC(C)(C)C)CC1 tert-butyl 7-(4-bromo-1H-pyrazol-1-yl)-2-azaspiro[3.5]nonane-2-carboxylate